FC1([C@@H]([C@@H](N(C1)C(=O)C1CC(C1)F)CC=1C(=C(C=CC1)C1=CC(=CC(=C1)F)F)F)NS(=O)(=O)CC)F N-{(2S,3R)-4,4-difluoro-1-((1r,3S)-3-fluorocyclobutane-1-carbonyl)-2-[(2,3',5'-trifluoro[1,1'-biphenyl]-3-yl)methyl]pyrrolidin-3-yl}ethanesulfonamide